N-(4-(3-(4-fluorophenyl)-1-methyl-1H-pyrazol-4-yl)-7-methoxypyrido[3,2-d]pyrimidin-6-yl)-1-(trifluoromethyl)cyclopropane-1-carboxamide FC1=CC=C(C=C1)C1=NN(C=C1C=1C2=C(N=CN1)C=C(C(=N2)NC(=O)C2(CC2)C(F)(F)F)OC)C